C1(CCC1)C=1C(=NN(C1NC(C(C)C1CC(C1)(F)F)=O)C)C1CC(C1)(F)F N-(4-cyclobutyl-3-(3,3-difluorocyclobutyl)-1-methyl-1H-pyrazol-5-yl)-2-(3,3-difluorocyclobutyl)propanamide